CS(=NC(C1=CC=C(C=C1)OC(F)(F)F)=O)(CC=1N=C2N(C=CC(=C2)C2=NOC(=N2)C(F)(F)F)C1)=O N-(methyl(oxo)((7-(5-(trifluoromethyl)-1,2,4-oxadiazol-3-yl)imidazo[1,2-a]pyridin-2-yl)methyl)-λ6-sulfaneylidene)-4-(trifluoromethoxy)benzamide